C(C1=CC=CC=C1)C1=CC=C(C(=O)N2[C@@H](CC[C@@H]2C2=C(C=CC=C2)Cl)C(=O)O)C=C1 (2S,5R)-1-(4-benzylbenzoyl)-5-(2-chlorophenyl)pyrrolidine-2-carboxylic acid